2-methyl-2-(p-toluenesulfonyl)propiophenone CC(C(=O)C1=CC=CC=C1)(C)S(=O)(=O)C1=CC=C(C)C=C1